FC(OC1=NC(=CC(=C1)CC(=O)OC)OC)F methyl [2-(difluoromethoxy)-6-methoxypyridin-4-yl]acetate